(2R,4S)-4-fluoro-N-[6-(2-methylpyrazol-3-yl)-3-pyridyl]pyrrolidine-2-carboxamide F[C@H]1C[C@@H](NC1)C(=O)NC=1C=NC(=CC1)C=1N(N=CC1)C